BrC1=CC=C2C=C(N(C2=C1)CC1CC1)I 6-bromo-1-(cyclopropylmethyl)-2-iodo-1H-indole